(E)-1-[2,4-Dihydroxy-6-[(3S,4R,5R,6S)-3,4,5-trihydroxy-6-(hydroxymethyl)oxan-2-yl]oxyphenyl]-3-phenylprop-2-en-1-one OC1=C(C(=CC(=C1)O)OC1O[C@H]([C@@H]([C@H]([C@@H]1O)O)O)CO)C(\C=C\C1=CC=CC=C1)=O